BrC=1C(=CC(=C2C(C=C(OC12)C1=CC=C(C=C1)F)=O)OC)OC 8-bromo-5,7-dimethoxy-2-(4-fluorophenyl)-4H-chromen-4-one